N1=CC(=CC=C1)NC(=O)N1CCC(CC1)CC1=CC(=CC=C1)OC1=NC=C(C=C1)C(F)(F)F N-3-Pyridinyl-4-[[3-[[5-(trifluoromethyl)-2-pyridinyl]oxy]phenyl]methyl]-1-piperidinecarboxamide